BrC=1C=C(C(=NC1)[N+](=O)[O-])O[C@@H](C)C=1C=C(C#N)C=CC1 3-{(1S)-1-[(5-bromo-2-nitropyridin-3-yl)oxy]ethyl}benzonitrile